NCC1(CCN(CC1)C(=O)[O-])F 4-(aminomethyl)-4-Fluoropiperidine-1-carboxylate